methyl 2-(3-((tert-butoxycarbonyl) amino)-2,2-difluoropropoxy)-5-fluorobenzoate C(C)(C)(C)OC(=O)NCC(COC1=C(C(=O)OC)C=C(C=C1)F)(F)F